BrC1=CC=C(C=C1)C12C(C3=C(C=NC=C3OC)O1)(C(C(C2C2=CC=CC=C2)CO)CN2CCN(CC2)C)O 7a-(4-bromophenyl)-6-(hydroxymethyl)-4-methoxy-5-((4-methyl-piperazin-1-yl)methyl)-7-phenyl-5,6,7,7a-tetrahydro-4bH-cyclopenta[4,5]furo[2,3-c]pyridin-4b-ol